6-[3-(6-cyano-1-hydroxy-2,3-dihydro-1H-indene-4-sulfonamido)-2,6-difluorophenyl]-7-fluoro-N-methyl-1H-indazole-3-carboxamide C(#N)C=1C=C(C=2CCC(C2C1)O)S(=O)(=O)NC=1C(=C(C(=CC1)F)C1=CC=C2C(=NNC2=C1F)C(=O)NC)F